[(2-chloro-5-fluorophenyl)carbonyl]-1-(2,2-difluoroethyl)-6-fluoroindazole-4-carbonitrile ClC1=C(C=C(C=C1)F)C(=O)C1=NN(C=2C=C(C=C(C12)C#N)F)CC(F)F